CC=1C=C(C=C(C1)C)S(=NC(C1=CC=C(C=C1)C1=NOC(=N1)C(F)(F)F)=O)(=O)C N-((3,5-dimethylphenyl)(methyl)(oxo)-λ6-sulfaneylidene)-4-(5-(trifluoromethyl)-1,2,4-oxadiazol-3-yl)benzamide